COC1=NC=C(C(=N1)OC)C=1C=C(C=2N(N1)C=CN2)[C@@H]2[C@H](C2)C=2C=CC=1N(C2)C(=C(N1)C(F)(F)F)CC(F)(F)F 6-(2,4-dimethoxypyrimidin-5-yl)-8-((1S,2S)-2-(3-(2,2,2-trifluoroethyl)-2-(trifluoromethyl)imidazo[1,2-a]pyridin-6-yl)cyclopropyl)imidazo[1,2-b]pyridazine